C(C)C1=C(C=CC=C1N)C1=CC=CC=C1 ethyl-3-aminobiphenyl